O=C1N(C(C2=CC=CC=C12)=O)C1COC(OC1)C(=O)O 5-(1,3-Dioxo-2,3-dihydro-1H-isoindol-2-yl)-1,3-dioxane-2-carboxylic acid